4-((2,5-dichloro-6-(2-fluorophenyl)pyridin-3-yl)(((2-isobutylpyridin-3-yl)carbamoyl)imino)methyl)-3-methylpiperazine-1-carboxylate ClC1=NC(=C(C=C1C(N1C(CN(CC1)C(=O)[O-])C)=NC(NC=1C(=NC=CC1)CC(C)C)=O)Cl)C1=C(C=CC=C1)F